6-(3-Methyl-1H-pyrrolo[2,3-b]pyridin-5-yl)-8-[pyrrolidin-2-yl]-3,4-dihydro-1H-isoquinoline CC1=CNC2=NC=C(C=C21)C=2C=C1CCNCC1=C(C2)C2NCCC2